N=1N=CC=2C1CCC2 5,6-dihydro-cyclopenta[c]pyrazole